methyl 2-(2,4-dichloro-5-fluorobenzoyl)-3-oxopropanoate ClC1=C(C(=O)C(C(=O)OC)C=O)C=C(C(=C1)Cl)F